COC(=O)C1(CC1)C(=O)N1CC(CC1)(F)F 1-(3,3-Difluoropyrrolidine-1-carbonyl)cyclopropane-1-carboxylic acid methyl ester